C(CCCCC)NC([C@H](CN1N=NC(=C1)C1=CC=C(C(=O)N2C[C@H]([C@@H](C2)C(=O)N[C@@H]2[C@H](C2)C2=CC=CC=C2)C(=O)N[C@@H]2[C@H](C2)C2=CC=CC=C2)C=C1)NC(CCCCCCC)=O)=O (3S,4S)-1-(4-(1-((S)-3-(hexylamino)-2-octanamido-3-oxopropyl)-1H-1,2,3-triazol-4-yl)benzoyl)-N3,N4-bis((1S,2R)-2-phenylcyclopropyl)pyrrolidine-3,4-dicarboxamide